1-benzyl-3-(2-chloro-1-aminobenzene-5-yl)-1H-pyrazole C(C1=CC=CC=C1)N1N=C(C=C1)C=1C=CC(=C(C1)N)Cl